3,4,5-trichloropyridin-2,6-dinitrile ClC=1C(=NC(=C(C1Cl)Cl)C#N)C#N